C(C)(C)(C)OC(NCCCCN1N=C(C=2C1=NC=NC2N)I)=O N-[4-(4-amino-3-iodo-pyrazolo[3,4-d]pyrimidin-1-yl)butyl]carbamic acid tert-butyl ester